C(O)([O-])=O.C(C1=CC=CC=C1)[N+]1=CN(C=C1)C 3-benzyl-1-methyl-1H-imidazol-3-ium hydrogen carbonate